[N+](=O)([O-])C=1C=CC(=NC1)N1CCC(CC1)CO [1-(5-nitropyridin-2-yl)piperidin-4-yl]methanol